N=1C(N=C2N=NN=C2C1)=O azapurinone